2-((6-chloro-5-(2'-hydroxy-4'-(((2-(2-hydroxyethoxy)ethyl)amino)methyl)-[1,1'-biphenyl]-4-yl)-1H-imidazo[4,5-b]pyridin-2-yl)thio)acetic acid ClC=1C=C2C(=NC1C1=CC=C(C=C1)C1=C(C=C(C=C1)CNCCOCCO)O)N=C(N2)SCC(=O)O